2-(7-((2S,5R)-2,5-diethyl-4-(1-(5-methoxy-6-methylpyridin-2-yl)ethyl)piperazin-1-yl)-4-methyl-5-oxo-4,5-dihydro-2H-pyrazolo[4,3-b]pyridin-2-yl)acetonitrile C(C)[C@@H]1N(C[C@H](N(C1)C(C)C1=NC(=C(C=C1)OC)C)CC)C=1C=2C(N(C(C1)=O)C)=CN(N2)CC#N